CC(CC)C1=C(C=CC=C1)CCC1=CC=CC=C1 1-(1-methylpropylphenyl)-2-phenylethane